C(C1=CC=CC=C1)OC=1C2C3C(C(N(C(C(C3)O)C2F)C)=O)=CC1 7-(benzyloxy)-10-fluoro-4-hydroxy-2-methyl-3,4,5,6-tetrahydro-3,6-methanobenzo[c]azepin-1(2H)-one